CN(C(=O)C1CCS(CC1)(=O)=O)[C@H](C(F)(F)F)C1=CC(=C(C=C1)NC=1C(=C2C(=NC1)SC(=N2)C)[C@H](C)OC)F N-methyl-1,1-dioxo-N-{(1S)-2,2,2-trifluoro-1-[3-fluoro-4-({7-[(1S)-1-methoxyethyl]-2-methyl-[1,3]thiazolo[5,4-b]pyridin-6-yl}amino)phenyl]ethyl}-1λ6-thiane-4-carboxamide